8-(6-(2,2-difluoroethyl)-6-azaspiro[3.4]octan-2-yl)-6-(difluoromethyl)-N-(1-(methylsulfonyl)piperidin-4-yl)quinazolin-2-amine FC(CN1CC2(CC(C2)C=2C=C(C=C3C=NC(=NC23)NC2CCN(CC2)S(=O)(=O)C)C(F)F)CC1)F